C1OCC2C1CN(C2)CCN2N=C1C(=NC=3C=C(C=CC3C1=C2)C2=NNC=C2)N 2-(2-{hexahydro-1H-furo[3,4-c]pyrrol-5-yl}ethyl)-7-(1H-pyrazol-3-yl)-2H-pyrazolo[3,4-c]quinolin-4-amine